CC1=CC=CC(=N1)C=1N=CNC1C=1C=C2C=C(C=NC2=CC1)C=1C=NN(C1)[C@@H]1[C@H](CCCC1)N (1S,2S)-2-[4-[6-[4-(6-methyl-2-pyridyl)-1H-imidazol-5-yl]-3-quinolyl]pyrazol-1-yl]cyclohexanamine